FC1=C(C=CC=C1[N+](=O)[O-])C=1CCOCC1 4-(2-fluoro-3-nitrophenyl)-3,6-dihydro-2H-pyran